3-Bromo-1-(phenylsulfonyl)-N4-(1,4-dioxaspiro[4.5]decan-8-yl)-1H-pyrrolo[2,3-b]pyridine-4,5-diamine BrC1=CN(C2=NC=C(C(=C21)NC2CCC1(OCCO1)CC2)N)S(=O)(=O)C2=CC=CC=C2